CC1=CN=CC(=N1)[C@H]1N(OCC1)C(=O)C1CCN(CC1)C1=NC=CC(=N1)C#N 2-[4-[(3S)-3-(6-methylpyrazin-2-yl)isoxazolidine-2-carbonyl]-1-piperidinyl]pyrimidine-4-carbonitrile